IC1=C(C=CC=C1)C#CC1=C(C2=CC=CC=C2C=C1)N(C)C 2-((2-iodophenyl)ethynyl)-N,N-dimethylnaphthalen-1-amine